CN1C(=NN=C1)SC(C)C=1C=C(C=CC1)C1=CC(=NO1)C1=CC(=CC=C1)C(F)(F)F 5-(3-(1-((4-methyl-4H-1,2,4-triazol-3-yl)thio)ethyl)phenyl)-3-(3-(trifluoromethyl)phenyl)isoxazole